3,4-dihydro-2H-pyran-5-ylboronic acid O1CCCC(=C1)B(O)O